O1COC2=C1C=CC=C2NS(=O)(=O)C2=CNC1=CC(=CC=C21)Cl N-(1,3-benzodioxol-4-yl)-6-chloro-1H-indole-3-sulfonamide